para-t-butylbenzylamine C(C)(C)(C)C1=CC=C(CN)C=C1